FC(OC1=C(C=C(C=C1)OC1=CC=CC=C1)C1=NN(C=C1NC(=O)C=1C=NN2C1N=CC=C2)CCNC2CC(C2)O)F N-[3-[2-(difluoromethoxy)-5-phenoxy-phenyl]-1-[2-[(3-hydroxycyclobutyl)amino]ethyl]pyrazol-4-yl]pyrazolo[1,5-a]pyrimidine-3-carboxamide